NC1=NC=C(C=C1O[C@H](C)C=1C=C(C=CC1)NC(C1=CC(=CC=C1)C1(CCC1)O)=O)Cl (R)-N-(3-(1-((2-amino-5-chloropyridin-3-yl)oxy)ethyl)-phenyl)-3-(1-hydroxycyclobutyl)-benzamide